(R)-6-chloro-3-((1-(2-cyclopropyl-3-(4,4-difluoropiperidin-1-yl)-7-methylquinoxalin-5-yl)ethyl)amino)picolinic acid ClC1=CC=C(C(=N1)C(=O)O)N[C@H](C)C1=C2N=C(C(=NC2=CC(=C1)C)C1CC1)N1CCC(CC1)(F)F